tetramethyl-xylylene di-isocyanate CC(C=1C(=CC=CC1)C(C)(C)N=C=O)(C)N=C=O